methyl-4-[(1-methylcyclopropyl)amino]-N-(3-methylpyridin-2-yl)furo[2,3-d]pyrimidine-5-carboxamide CC=1N=C(C2=C(N1)OC=C2C(=O)NC2=NC=CC=C2C)NC2(CC2)C